ClC1=NC2=CC(=CC=C2C(=C1)C1=C(C=CC=C1)C)OCC(C)C 2-chloro-7-isobutoxy-4-(o-tolyl)quinoline